4-(4-((4-(4-((5,6-bis(benzyloxy)pyrimidin-4-yl)methyl)-4,5-dihydroisoxazol-3-yl)phenyl)ethynyl)benzyl)morpholine C(C1=CC=CC=C1)OC=1C(=NC=NC1OCC1=CC=CC=C1)CC1C(=NOC1)C1=CC=C(C=C1)C#CC1=CC=C(CN2CCOCC2)C=C1